C(C)(C)(C)OC(=O)N1[C@@H](CCC1)C(NCC1=CC=C(C=C1)OCC1=CC(=CC=C1)F)=O (S)-2-((4-((3-fluorobenzyl)oxy)benzyl)carbamoyl)pyrrolidine-1-carboxylic acid tert-butyl ester